2-cinnamoyl-1-phenylbutane-1,3-dione C(C=CC1=CC=CC=C1)(=O)C(C(=O)C1=CC=CC=C1)C(C)=O